C(C)(C)N1N=C(C=2C1=NC=NC2N)C2=CC(=NN2C2OCCCC2)C2=CC=CC=C2 1-isopropyl-3-(3-phenyl-1-(tetrahydro-2H-pyran-2-yl)-1H-pyrazol-5-yl)-1H-pyrazolo[3,4-d]pyrimidin-4-amine